2-[6-cyclobutyl-5-methyl-2,4-dioxo-1-(2-phenylethyl)-1H,2H,3H,4H-thieno[2,3-d]pyrimidin-3-yl]-2-methylpropionic acid C1(CCC1)C1=C(C2=C(N(C(N(C2=O)C(C(=O)O)(C)C)=O)CCC2=CC=CC=C2)S1)C